NC=1C(=NC(=C(N1)C1=CC=C(C=C1)F)N1CC(OC(C1)C)C)C(=O)NCC1=C(C=CC=C1F)F 3-amino-N-[(2,6-difluorophenyl)methyl]-6-(2,6-dimethylmorpholin-4-yl)-5-(4-fluorophenyl)pyrazine-2-carboxamide